C1(=CC=C(C=C1)N(C(=O)[C@@H]1CC[C@H]2N1C([C@H](CN(CC2)C(C)=O)NC(=O)C=2NC1=CC=C(C=C1C2)C(F)(F)P(O)(O)=O)=O)C)C2=CC=CC=C2 ((2-(((5S,8S,10aR)-8-([1,1'-biphenyl]-4-yl(methyl)carbamoyl)-3-acetyl-6-oxodecahydro-pyrrolo[1,2-a][1,5]diazocin-5-yl)carbamoyl)-1H-indol-5-yl)difluorometh-yl)phosphonic acid